C(C1=CC=CC=C1)N(C(=O)C1=NOC2=C1C=CC(=C2)NC(NCC2=CC=NC=C2)=O)CC N-benzyl-N-ethyl-6-({[(pyridin-4-yl)methyl]carbamoyl}amino)-1,2-benzoxazol-3-carboxamide